N2-(((9H-fluorene-9-yl)methoxy)carbonyl)-N6-(tert-butoxycarbonyl)-L-lysine C1=CC=CC=2C3=CC=CC=C3C(C12)COC(=O)N[C@@H](CCCCNC(=O)OC(C)(C)C)C(=O)O